7-methoxy-4-(phenylethynyl)isoquinoline-6-carboxamide COC1=C(C=C2C(=CN=CC2=C1)C#CC1=CC=CC=C1)C(=O)N